2-chloro-3,5-dimethylbenzoic acid ClC1=C(C(=O)O)C=C(C=C1C)C